C1=CC=C2C3=C4C(=CC=CC4=CC=C13)C2 4H-cyclopenta[def]phenanthrene